[Cl-].C(C)(C)C1=C(C(=CC=C1)C(C)C)N1CNC=C1 N'-(2,6-diisopropylphenyl)dihydroimidazole chloride